N[C@H]1C[C@H]2[C@@H](C[C@@H]3N(C1=O)[C@@H](CC3)C(=O)OCC3=CC=CC=C3)C2(F)F benzyl (3S,6S,7aS,8aR,9aR)-6-amino-8,8-difluoro-5-oxodecahydro-1H-cyclopropa[d]pyrrolo[1,2-a]azocine-3-carboxylate